CC(=C)CC(C)(C)C 2,4,4-Trimethylpenten